methyl-4-(pyridin-4-yl)-1H-pyrrole-2-carboxylic acid ethyl ester C(C)OC(=O)C=1N(C=C(C1)C1=CC=NC=C1)C